C(C1=CC=CC=C1)N1CC=C(C=C1)C=1OC(=CC1)C1=CC=NC=C1 1-benzyl-4-(5-(pyridin-4-yl)furan-2-yl)pyridine